FC1=C(C=C(C(=C1)C)C1=CC2=C(N=C(N=C2)NC2COC2)N2C1=NCC2)NC(=O)C2=NC=CC(=C2)C(F)(F)F N-(2-fluoro-4-methyl-5-(2-(oxetan-3-ylamino)-8,9-dihydroimidazo[1',2':1,6]pyrido[2,3-d]pyrimidin-6-yl)phenyl)-4-(trifluoromethyl)pyridineamide